C[C@H]1CC(CCCCCCCCC/C=C/C1)=O |r| (+-)-(5E)-3-methyl-5-cyclopentadecen-1-one